FC1=CC=C(C=C1)C1=C(NC2=C(C(=CC=C12)OC1=CC=CC=C1)C)C(=O)O 3-(4-fluorophenyl)-7-methyl-6-phenoxy-1H-indole-2-carboxylic acid